CN(C)CC1CN(CC1)C(=O)C1=CC=C2C(=CC(OC2=C1)=O)C1=C(C=CC=C1)C 7-(3-((dimethylamino)methyl)pyrrolidine-1-carbonyl)-4-(o-tolyl)-2H-chromen-2-one